C1(=CC=CC=C1)N1C(OC=C1C=1C=C(C=CC1)C)C1=CC=NC=C1 3-phenyl-2-(pyridin-4-yl)-4-(m-tolyl)-2,3-dihydrooxazole